ClC=1C(=NC=CC1C1=C(C(=CC=C1)NC1=NC=CC(=C1F)CNC[C@H](C)O)Cl)C1=CC(=C(CNC[C@H]2CCC(N2)=O)C(=C1)OC)F (R)-5-(((4-(3-chloro-4-(2-chloro-3-((3-fluoro-4-((((S)-2-hydroxypropyl)amino)methyl)pyridin-2-yl)amino)phenyl)pyridin-2-yl)-2-fluoro-6-methoxybenzyl)amino)methyl)pyrrolidin-2-one